F[C@@H]1[C@H](C1)C(=O)N[C@@H](C1=C(C=CC=C1)NC(=O)C1CCN(CC1)CCOC)C1=CC=C(C=C1)C(C)C N-(2-((R)-((1R,2S)-2-fluorocyclopropane-1-carboxamido)(4-isopropylphenyl)methyl)phenyl)-1-(2-methoxyethyl)piperidine-4-carboxamide